(S)-2-amino-N,N-bis[6-(bis{2-[(α-D-mannopyranosyl)oxy]ethyl}amino)-6-oxohexyl]pentanediamide N[C@H](C(=O)N(CCCCCC(N(CCO[C@@H]1[C@@H](O)[C@@H](O)[C@H](O)[C@H](O1)CO)CCO[C@@H]1[C@@H](O)[C@@H](O)[C@H](O)[C@H](O1)CO)=O)CCCCCC(=O)N(CCO[C@@H]1[C@@H](O)[C@@H](O)[C@H](O)[C@H](O1)CO)CCO[C@@H]1[C@@H](O)[C@@H](O)[C@H](O)[C@H](O1)CO)CCC(=O)N